C(C)(C)(C)OC(COCCOS(=O)(=O)C1=CC=C(C=C1)C)=O {2-[(4-Methylbenzene-1-sulfonyl)oxy]ethoxy}acetic acid tert-butyl ester